O=C1NC(CCC1C1=NC=CC(=C1)CN1CCN(CC1)C1CCN(CC1)C=1C(=CC2=C(C(C=3NC4=CC(=CC=C4C3C2=O)C#N)(C)C)C1)CC)=O 8-(4-(4-((2-(2,6-dioxopiperidin-3-yl)pyridin-4-yl)methyl)piperazin-1-yl)piperidin-1-yl)-9-ethyl-6,6-dimethyl-11-oxo-6,11-dihydro-5H-benzo[b]carbazole-3-carbonitrile